FC[C@H](CN(CC[C@@H](C(=O)O)NC(CC=1NC(C=CC1)=O)=O)CCCCC1=NC=2NCCCC2C=C1)OC (S)-4-(((S)-3-fluoro-2-methoxypropyl)(4-(5,6,7,8-tetrahydro-1,8-naphthyridin-2-yl)butyl)amino)-2-(2-(6-oxo-1,6-dihydropyridin-2-yl)acetamido)butanoic acid